7-fluoro-N-(6-(4-isopropyl-4H-1,2,4-triazol-3-yl)pyridin-2-yl)-4-methyl-3-oxo-3,4-dihydro-2H-benzo[b][1,4]oxazine-6-carboxamide FC=1C(=CC2=C(OCC(N2C)=O)C1)C(=O)NC1=NC(=CC=C1)C1=NN=CN1C(C)C